C1(CCC1)OS(=O)(=O)C1=CC(=C(C=C1)C)NC(=O)OC(C)(C)C trans-3-((tert-butoxycarbonyl)amino)4-methylbenzenesulfonic acid cyclobutyl ester